5-fluoro-1-(((5R,7R,8S)-8-fluoro-3-(5-(2-hydroxy-prop-2-yl)pyrazin-2-yl)-7-methyl-2-oxo-1-oxa-3-azaspiro[4.5]decan-7-yl)methyl)-1H-benzo[d]imidazole-6-carbonitrile FC1=CC2=C(N(C=N2)C[C@]2(C[C@@]3(CN(C(O3)=O)C3=NC=C(N=C3)C(C)(C)O)CC[C@@H]2F)C)C=C1C#N